FC=1C(=CC=2C3=C(NC(C2C1)=O)COCC3N(C(=O)C=3C=C1C(=NN(C1=CC3)C(F)F)C)C)F N-(8,9-difluoro-6-oxo-1,4,5,6-tetrahydro-2H-pyrano[3,4-c]isoquinolin-1-yl)-1-(difluoromethyl)-N,3-dimethyl-1H-indazole-5-carboxamide